3-(3-(3-tert-butyl-2-isoxazolyl)-4-thiazolinonyl)-N-(4-phenylbutyl)benzamide Ethyl-(E)-3-(3-(2-Chloroacetyl)-1-(4-cyanophenyl)-2-methyl-1H-pyrrolo[3,2-b]pyridin-6-yl)acrylate C(C)OC(\C=C\C=1C=C2C(=NC1)C(=C(N2C2=CC=C(C=C2)C#N)C)C(CCl)=O)=O.C(C)(C)(C)C2N(OC=C2)N2C(SC=C2C=2C=C(C(=O)NCCCCC1=CC=CC=C1)C=CC2)=O